COCCC(=O)OC1=CC=CC=C1 phenyl 3-methoxypropanoate